2-(4-fluoro-2-isopropyl-6-(2-((2-methyl-2-(4-sulfamoyl-1H-pyrazol-1-yl)-propyl)amino)pyridin-4-yl)phenyl)acetic acid FC1=CC(=C(C(=C1)C1=CC(=NC=C1)NCC(C)(N1N=CC(=C1)S(N)(=O)=O)C)CC(=O)O)C(C)C